OC1=C(C=CC=C1)C1=CC(=CN=N1)N1CCC(CC1)(C(=O)N)C1=CC=CC=C1 1-[6-(2-HYDROXYPHENYL)PYRIDAZIN-4-YL]-4-PHENYLPIPERIDINE-4-CARBOXAMIDE